5-Fluoro-N-(1-(methylsulfonyl)piperidin-4-yl)-4-(quinolin-6-yl)pyrimidin-2-amine FC=1C(=NC(=NC1)NC1CCN(CC1)S(=O)(=O)C)C=1C=C2C=CC=NC2=CC1